2,4,6-trimethoxypyridine nitrogen [N].COC1=NC(=CC(=C1)OC)OC